C[C@@H]1CN(C[C@H]2N1CC1=CC(=CC=C21)C2CCNCC2)C2=CC(N(C1=NC=CC=C21)C)=O 4-[(4R,10bS)-4-methyl-8-(4-piperidinyl)-3,4,6,10b-tetrahydro-1H-pyrazino[2,1-a]isoindol-2-yl]-1-methyl-1,8-naphthyridin-2-one